1-(4-((2,6-diethyl-3,4-dihydroquinolin-1(2H)-yl)sulfonyl)-2-(hydroxymethyl)phenyl)-2-morpholinoethanol C(C)C1N(C2=CC=C(C=C2CC1)CC)S(=O)(=O)C1=CC(=C(C=C1)C(CN1CCOCC1)O)CO